C(C1=CC(=CC(=C1O)C1(CCCCC1)C)C)C1=CC(=CC(=C1O)C1(CCCCC1)C)C methylenebis[6-(1-methylcyclohexyl)p-cresol]